4-chloro-4'-hydroxydiphenylsulfone C1=CC(=CC=C1O)S(=O)(=O)C2=CC=C(C=C2)Cl